(E)-1,1,1,2,3,4,4,4-octafluoro-2-butene FC(/C(=C(/C(F)(F)F)\F)/F)(F)F